(3-methyl-1H-pyrrolo[2,3-b]pyridin-5-yl)boronic acid CC1=CNC2=NC=C(C=C21)B(O)O